COC(=O)C=1C=C2C(C(N(C2=C(C1)Br)C(C)C)CBr)CCBr 7-bromo-3-(2-bromoethyl)-2-(bromomethyl)-1-isopropylindoline-5-carboxylic acid methyl ester